C(C1=CC=CC=C1)OC(=O)N[C@@H]([C@@H](C)O)C1CN(C1)C(=O)OC(C)(C)C tert-Butyl 3-((1R,2R)-1-(((benzyloxy)carbonyl)amino)-2-hydroxypropyl)azetidine-1-carboxylate